3-{4-[(2-amino-4-pyrimidinyl)oxy]-3-ethylphenyl}-1-[3-(trifluoromethoxy)phenyl]-2,4-imidazolidinedione NC1=NC=CC(=N1)OC1=C(C=C(C=C1)N1C(N(CC1=O)C1=CC(=CC=C1)OC(F)(F)F)=O)CC